3-methoxy-6-((4-methoxybenzyl)amino)-2-nitrobenzonitrile COC=1C(=C(C#N)C(=CC1)NCC1=CC=C(C=C1)OC)[N+](=O)[O-]